(1S,7S,8S)-2-(2,7-Dichloro-8-methylpyrido[4,3-d]pyrimidin-4-yl)-8-fluoro-5-oxa-2-azabicyclo[5.1.0]octane ClC=1N=C(C2=C(N1)C(=C(N=C2)Cl)C)N2[C@@H]1[C@H]([C@@H]1COCC2)F